[Fe](Cl)(Cl)Cl.[Al] aluminum-iron(III) chloride